4-(1-(2-(dimethylamino)-2-oxoethyl)-1H-pyrazol-4-yl)phenyl-N-(2-methoxyethyl)-N-methyl-1,7-naphthyridine-3-carboxamide CN(C(CN1N=CC(=C1)C1=CC=C(C=C1)C1=NC2=CN=CC=C2C=C1C(=O)N(C)CCOC)=O)C